8-(p-toluenesulfonylmethyl)-5,6,7,8-tetrahydroindolizine-3-carbaldehyde CC1=CC=C(C=C1)S(=O)(=O)CC1CCCN2C(=CC=C12)C=O